tert-butyl (tert-butoxycarbonyl)(5-(3-chloro-4-(3-(4-((4-methylpiperazin-1-yl)methyl)-3-(trifluoromethyl)phenyl)ureido)phenyl)-7-cyclopropyl-7H-pyrrolo[2,3-d]pyrimidin-4-yl)carbamate C(C)(C)(C)OC(=O)N(C(OC(C)(C)C)=O)C=1C2=C(N=CN1)N(C=C2C2=CC(=C(C=C2)NC(=O)NC2=CC(=C(C=C2)CN2CCN(CC2)C)C(F)(F)F)Cl)C2CC2